NCCN(CC(=O)O)C N-(2-aminoethyl)-N-methylglycine